bicyclo[4.2.0]Oct-1(6),2,4-trien-2-ol C1=2C(=CC=CC2CC1)O